1-((4-(5-(4-(benzyloxy)phenyl)-1,2,4-oxadiazol-3-yl)naphthalen-1-yl)methyl)azetidine-3-carboxylic acid C(C1=CC=CC=C1)OC1=CC=C(C=C1)C1=NC(=NO1)C1=CC=C(C2=CC=CC=C12)CN1CC(C1)C(=O)O